ClC=1C=CC2=C([C@@H](C[C@@H](O2)C(=O)N[C@@H]2CC[C@H](CC2)N2C(N(CC2)C=2C=NC(=CC2)C(F)(F)F)=O)O)C1 (2R,4R)-6-chloro-4-hydroxy-N-[trans-4-{2-oxo-3-[6-(trifluoromethyl)pyridin-3-yl]imidazolidin-1-yl}cyclohexyl]-3,4-dihydro-2H-1-benzopyran-2-carboxamide